(S)-2-(5-methyl-1,2,4-oxadiazol-3-yl)morpholine CC1=NC(=NO1)[C@@H]1CNCCO1